(R)-(3-((tert-butyldimethylsilyl)oxy)butyric acid) [Si](C)(C)(C(C)(C)C)O[C@@H](CC(=O)O)C